OC=1C(NC2=CC=C(N=C2C1C(=O)N)CC1=CC(=CC=C1)C1=CC=C(C=C1)O)=O 3-Hydroxy-6-{[3-(4-hydroxyphenyl)phenyl]methyl}-2-oxo-1H-1,5-naphthyridine-4-carboxamide